FC1=C(N=CC2=C1N=C(N=C2N2CCC(CC2)C(=O)OC2=C(C=C(C=C2F)F)F)OCC21CCCN1CCC2)C2=CC=CC1=CC=CC(=C21)F 2,4,6-trifluorophenyl 1-(8-fluoro-7-(8-fluoronaphthalen-1-yl)-2-((tetrahydro-1H-pyrrolizin-7a(5H)-yl)methoxy)pyrido[4,3-d]pyrimidin-4-yl)piperidine-4-carboxylate